C1(=CC=CC=C1)C1=NC(=NC(=N1)C1=CC=CC=C1)C=1C=C(C=C(C1)N1C2=CC=C(C=C2C=2C=C(C=CC12)N1C2=C(C3=CC=CC=C13)C=CC=N2)N2C1=C(C3=CC=CC=C23)C=CC=N1)N1C2=CC=C(C=C2C=2C=C(C=CC12)N1C2=C(C3=CC=CC=C13)C=CC=N2)N2C1=C(C3=CC=CC=C23)C=CC=N1 9,9',9'',9'''-((5-(4,6-diphenyl-1,3,5-triazin-2-yl)-1,3-phenylene)bis(9H-carbazole-9,3,6-triyl))tetrakis(9H-pyrido[2,3-b]indole)